3-methyl-4-oxo-4-(2-oxo-1,2,3,4-tetrahydroquinolin-6-yl)butanoic acid CC(CC(=O)O)C(C=1C=C2CCC(NC2=CC1)=O)=O